bis(4-(4-aminophenoxy) phenyl) ether NC1=CC=C(OC2=CC=C(C=C2)OC2=CC=C(C=C2)OC2=CC=C(C=C2)N)C=C1